OCCN(C=1C=CC2=C(NC(=N2)C2=CC(=CN2)C(=O)C2=C(C=CC=C2)C(F)(F)F)C1)CCO (5-(6-(bis(2-hydroxyethyl)amino)-1H-benzo[d]imidazol-2-yl)-1H-pyrrol-3-yl)(2-(trifluoromethyl)phenyl)methanone